2-methyl-1-[2-methyl-2-(5-sulfanyltetrazol-1-yl)propoxy]propan-2-ol CC(COCC(C)(N1N=NN=C1S)C)(C)O